C(C=C)(=O)N1C[C@H](N([C@H](C1)C)C1=NC(=NC2=CC(=C(C=C12)C#N)C1=C(C=CC(=C1)N)C(F)(F)F)OC[C@H]1N(CCC1)C)C 4-((2R,6S)-4-acryloyl-2,6-dimethylpiperazin-1-yl)-7-(5-amino-2-(trifluoromethyl)phenyl)-2-(((S)-1-methylpyrrolidin-2-yl)methoxy)quinazoline-6-carbonitrile